(S)-ethyl 3-((R)-1,1-dimethylethylsulfinamido)-3-(4-fluoro-2',4',6'-trimethyl-5-(trifluoromethyl)biphenyl-3-yl)propanoate CC(C)(C)[S@@](=O)N[C@@H](CC(=O)OCC)C=1C=C(C=C(C1F)C(F)(F)F)C1=C(C=C(C=C1C)C)C